Tri(cyclohexyl)phosphan C1(CCCCC1)P(C1CCCCC1)C1CCCCC1